5-{(3R)-1-[1-(1H-imidazol-2-yl)propyl]-5',6'-dihydrospiro[pyrrolidine-3,4'-pyrrolo[1,2-b]pyrazol]-2'-yl}-3-(trifluoromethyl)pyridin-2-amine N1C(=NC=C1)C(CC)N1C[C@]2(CCN3N=C(C=C32)C=3C=C(C(=NC3)N)C(F)(F)F)CC1